[Si](C)(C)(C(C)(C)C)OC1N(C(CC2=CC=CC=C12)C1=CC(=CC=C1)F)C=O (tert-Butyldimethylsilanyloxy)-3-(3-fluorophenyl)-3,4-dihydroisoquinoline-2(1H)-carbaldehyde